C1(=CC=CC=C1)C=1SC(=NN1)OC1C(N2CCC1CC2)CC=2C=NC=CC2 trans-2-phenyl-5-[2-(3-pyridylmethyl)quinuclidin-3-yl]oxy-1,3,4-thiadiazole